BrC=1C(=C(C(=NC1OC)[Si](C)(C)C)F)[Si](C)(C)C 5-bromo-3-fluoro-6-methoxy-2,4-bis(trimethylsilyl)pyridine